C1(CC1)NC(C1=C(C=C(C(=C1)N1N=NC(=C1)C=1C=NC=C(C1)NC1CCN(CC1)C)C)F)=O N-cyclopropyl-2-fluoro-4-methyl-5-(4-(5-((1-methylpiperidin-4-yl)amino)pyridin-3-yl)-1H-1,2,3-triazol-1-yl)benzamide